C(C)(C)(C)OOC(C)(C)C ditert.butylperoxide